[4-(2-pyrrolidin-3-yl-ethyl)-phenyl]-amid N1CC(CC1)CCC1=CC=C(C=C1)[NH-]